N-((4-carbamoyl-furan-2-yl)methyl)-6',8'-difluoro-4'-oxo-3',4'-dihydro-1'h-spiro[piperidine-4,2'-quinoline]-1-carboxamide C(N)(=O)C=1C=C(OC1)CNC(=O)N1CCC2(NC3=C(C=C(C=C3C(C2)=O)F)F)CC1